CC1(OC(OCC1)=O)C(=O)OCCOCCOC 4-methyl-4-[2-(2-methoxyethoxy)ethyloxycarbonyl]-1,3-dioxan-2-one